C(#N)C(=CC1=CC=C(C=C1)N(C1=CC=CC=C1)C1=CC=CC=C1)C1=CC=C(C=C1)B(O)O 4-(1-cyano-2-(4-(diphenylamino)phenyl)vinyl)phenylboronic acid